benzyl (2-(2-(((1R,5S,6s)-3-(4-carbamoyl-2-methylbenzo[d]thiazole-6-carbonyl)-3-azabicyclo[3.1.0]hexan-6-yl)oxy)-6-(4-fluorophenyl)pyridin-4-yl)propan-2-yl)carbamate C(N)(=O)C1=CC(=CC2=C1N=C(S2)C)C(=O)N2C[C@@H]1C([C@@H]1C2)OC2=NC(=CC(=C2)C(C)(C)NC(OCC2=CC=CC=C2)=O)C2=CC=C(C=C2)F